cholest-9(11)-en-3beta-ol CC(C)CCC[C@@H](C)[C@H]1CC[C@H]2[C@@H]3CCC4C[C@H](CC[C@]4(C)C3=CC[C@]12C)O